ClC=1C=C(C=NC1Cl)OCC=1C=C(C=CC1)CNC(OC(C)(C)C)=O tert-butyl N-[[3-[(5,6-dichloro-3-pyridyl)oxymethyl]phenyl]methyl]carbamate